C(CCCCC)OC=1C(C=CN2NC3N(C(C21)=O)CCOC3)=O 7-(hexyloxy)-3,4,12,12a-tetrahydro-1H-[1,4]oxazino[3,4-c]pyrido[2,1-f][1,2,4]triazine-6,8-dione